[3-(1-amino-4-methylphthalazin-6-yl)-4-dimethylphosphorylphenyl]boronic acid formic acid salt C(=O)O.NC1=NN=C(C2=CC(=CC=C12)C=1C=C(C=CC1P(=O)(C)C)B(O)O)C